CC=1C=C(C=C(C1OCCNC)C)C1=NC2=CC(=CC(=C2C(N1)=O)OC)OC 2-(3,5-dimethyl-4-(2-(methylamino)ethoxy)phenyl)-5,7-dimethoxyquinazolin-4(3H)-one